N12CCC(CC1)(CC2)OC=2C=C(C(=O)N[C@H](C)C=1C=NC(=NC1)C(F)(F)F)C=C(C2)C=2SC(=CN2)C 3-(1-azabicyclo[2.2.2]oct-4-yloxy)-5-(5-methyl-1,3-thiazol-2-yl)-N-{(1R)-1-[2-(trifluoromethyl)pyrimidin-5-yl]ethyl}benzamide